C1(=CC=C(C=C1)C1=CC(=NC(=N1)C1=CC=CC=C1)C1=CC=C(C=C1)C1=CC(=CC=C1)B(O)O)C1=CC=CC=C1 (4'-(6-([1,1'-biphenyl]-4-yl)-2-phenylpyrimidin-4-yl)-[1,1'-biphenyl]-3-yl)boronic acid